NC1=C(SC=C1OC1=C2C=NN(C2=CC=C1C)C1OCCCC1)C(=O)N 3-amino-4-((5-methyl-1-(tetrahydro-2H-pyran-2-yl)-1H-indazol-4-yl)oxy)thiophene-2-carboxamide